COC(=O)C=1C=C2C(=NC1)N(C=N2)C2=CC(=CC=C2)Br 3-(3-bromophenyl)-3H-imidazo[4,5-b]pyridine-6-carboxylic acid methyl ester